[Si](C)(C)(C(C)(C)C)O[C@H]1C[C@@H](CCC1)N1C=C(C2=C1N=NC(=C2)Cl)C 7-[(1R,3R)-3-{[tert-butyl(dimethyl)silyl]oxy}cyclohexyl]-3-chloro-5-methyl-7H-pyrrolo[2,3-c]pyridazine